C(C)C1=CC=C2C=NN(C2=C1NS(=O)(=O)C=1C=NN(C1)C(C1=CC=CC=C1)(C1=CC=CC=C1)C1=CC=CC=C1)C N-(6-ethyl-1-methylindazol-7-yl)-1-(triphenylmethyl)pyrazole-4-sulfonamide